5-(trifluoromethyl)-4,5,6,7-tetrahydro-1H-indazole-3-carboxamide FC(C1CC=2C(=NNC2CC1)C(=O)N)(F)F